N-(4-((6,7-dimethoxyquinolin-4-yl)oxy)-3-fluorophenyl)-3-(4-fluorophenyl)-1-isopropyl-2,4-dioxo-1,2,3,4-tetrahydropyrimidine-5-carboxamide COC=1C=C2C(=CC=NC2=CC1OC)OC1=C(C=C(C=C1)NC(=O)C=1C(N(C(N(C1)C(C)C)=O)C1=CC=C(C=C1)F)=O)F